(R)-2-pyridyl-[4-(trifluoromethyl)phenyl]methanol N1=C(C=CC=C1)[C@H](O)C1=CC=C(C=C1)C(F)(F)F